N-methoxy-4-((2-methoxy-3-(1-methyl-1H-pyrazol-3-yl)phenyl)amino)nicotinamide CONC(C1=CN=CC=C1NC1=C(C(=CC=C1)C1=NN(C=C1)C)OC)=O